S1C(=NC2=C1C=CC=C2)NC2=C(C(=C(N=N2)NC=2S(C=CN2)C(=O)OC)COC)C methyl 2-({6-[(1,3-benzothiazol-2-yl)amino]-4-(methoxymethyl)-5-methylpyridazin-3-yl}amino)-1,3-thiazole-1-carboxylate